C(=O)(O)C(CC(=O)N[C@@H](CC(=O)O)C(=O)O)O N-(3-carboxy-3-hydroxy-1-oxopropyl)-L-aspartic acid